C(#N)C=1C(=C(C(=C(C=O)C1)N)C)CCC#N cyano(cyanoethyl-methyl-aminobenzaldehyde)